Br.C(N)(=N)N1CCOCC1 N-amidinomorpholine hydrobromide